1-(5-tert-butyl-isoxazol-3-yl)-3-{4-[5-(2-morpholin-4-yl-ethoxyl)-benzimidazol-1-yl]-phenyl}-urea C(C)(C)(C)C1=CC(=NO1)NC(=O)NC1=CC=C(C=C1)N1C=NC2=C1C=CC(=C2)OCCN2CCOCC2